[Cl-].C(C=C)N1CN(C=C1)CCCC 1-allyl-3-butylimidazole chloride salt